C(C)(=O)OCCCCCCCCCCC\C=C\C trans-12-tetradecenol acetate